tert-butyl 4-(4-(2-butyl-1-oxo-1,2-dihydro-2,7-naphthyridin-4-yl)-2-methoxyphenoxy)piperidine-1-carboxylate C(CCC)N1C(C2=CN=CC=C2C(=C1)C1=CC(=C(OC2CCN(CC2)C(=O)OC(C)(C)C)C=C1)OC)=O